ClC=1C=CC=C2C=CC=C(C12)N1CC=2N=C(N=C(C2CC1)N1CCCC2(CNS(N2)(=O)=O)C1)OC[C@H]1N(CCC1)C 9-[7-(8-chloro-1-naphthyl)-2-[[(2S)-1-methylpyrrolidin-2-yl]methoxy]-6,8-dihydro-5H-pyrido[3,4-d]pyrimidin-4-yl]-2λ6-thia-1,3,9-triazaspiro[4.5]decane 2,2-dioxide